4-[5-(aminomethyl)pyridin-2-yl]-3-(2-methyl-5-piperidin-1-ylpyrazol-3-yl)oxybenzonitrile NCC=1C=CC(=NC1)C1=C(C=C(C#N)C=C1)OC=1N(N=C(C1)N1CCCCC1)C